C(C)(=O)C1=CN(C2=CC=C(C=C12)C(=O)OC)CC(=O)O 2-(3-acetyl-5-(methoxycarbonyl)-1H-indol-1-yl)acetic acid